3-(2-(3-((5S,8S)-5-(2-(tert-butoxy)-2-oxoethyl)-3,6,9-trioxo-8-phenethyl-1-phenyl-2-oxa-4,7,10-triazaundec-11-yl)-4-methylphenoxy)ethyl)piperidine-1-carboxylic acid tert-butyl ester C(C)(C)(C)OC(=O)N1CC(CCC1)CCOC1=CC(=C(C=C1)C)CNC([C@@H](NC([C@@H](NC(OCC1=CC=CC=C1)=O)CC(=O)OC(C)(C)C)=O)CCC1=CC=CC=C1)=O